[5-(2,3-difluoro-phenyl)-3-methyl-2,4-dioxo-3,4-dihydro-2H-pyrimidin-1-yl]-methyl acetate C(C)(=O)OCN1C(N(C(C(=C1)C1=C(C(=CC=C1)F)F)=O)C)=O